2'-chloro-4'-(((R)-tetrahydrofuran-3-yl)oxy)-4,5,5',6'-tetrahydro-2H-Spiro[furan-3,8'-pyrano[3,4-b]pyridine] ClC1=CC(=C2C(=N1)C1(OCC2)COCC1)O[C@H]1COCC1